4-cyclopropyl-4'-nitro-1,1'-biphenyl C1(CC1)C1=CC=C(C=C1)C1=CC=C(C=C1)[N+](=O)[O-]